fluorenyl-amine C1(=CC=CC=2C3=CC=CC=C3CC12)N